(3R)-3-(4-chlorophenyl)-2-[(5-chloropyrimidin-2-yl)methyl]-4-fluoro-6-[(1R)-1-(4-fluoro-1-methylpiperidin-4-yl)-1-hydroxypropyl]-3-methoxy-2,3-dihydro-1H-isoindol-1-one ClC1=CC=C(C=C1)[C@@]1(N(C(C2=CC(=CC(=C12)F)[C@@](CC)(O)C1(CCN(CC1)C)F)=O)CC1=NC=C(C=N1)Cl)OC